C(C)(C)N1CCN(CC1)CCCCCCC=1C=CC=CC1 5-(6-(4-isopropylpiperazine-1-yl)hexyl)benzol